2-{4-[(trityl)thio]phenyl}benzoxazole C(C1=CC=CC=C1)(C1=CC=CC=C1)(C1=CC=CC=C1)SC1=CC=C(C=C1)C=1OC2=C(N1)C=CC=C2